(R)-5-((1-(5-(3-(Dimethylamino)pyrrolidin-1-yl)-6-methylpyridin-2-yl)-1H-imidazol-4-yl)amino)pyrazine-2-carbonitrile CN([C@H]1CN(CC1)C=1C=CC(=NC1C)N1C=NC(=C1)NC=1N=CC(=NC1)C#N)C